(S)-3-(1-(8-amino-1-methylimidazo[1,5-a]pyrazin-3-yl)ethyl)-5-chloro-6-fluoro-2-hydroxybenzoic acid ethyl ester C(C)OC(C1=C(C(=CC(=C1F)Cl)[C@H](C)C1=NC(=C2N1C=CN=C2N)C)O)=O